N-(2-{[(3R)-1-benzylpyrrolidin-3-yl](methyl)amino}ethyl)-4-[4-(trifluoromethoxy)phenyl]benzamide C(C1=CC=CC=C1)N1C[C@@H](CC1)N(CCNC(C1=CC=C(C=C1)C1=CC=C(C=C1)OC(F)(F)F)=O)C